6-bromo-1-methylpyrazin-2-one BrC1=CN=CC(N1C)=O